ClC1=C(C=C(C=C1)Cl)CN1OCC(C1=O)(C)C 2-[(2,5-dichlorophenyl)methyl]-4,4-dimethyl-3-isoxazolidinone